C(CCC)(=O)OCCC=C(C(=O)N)C (2-butyryloxyethyl)methacrylamide